N[C@@H]1CN(CC[C@H]1O)C1=NC2=C(N1CC1=NC=C(C#N)C=C1)C=C(C=C2)Cl 6-((2-((3R,4R)-3-Amino-4-hydroxypiperidin-1-yl)-6-chloro-1H-benzo[d]imidazol-1-yl)methyl)nicotinonitril